ClC=1C=C(C=CC1)C(CO)(C)NC1=NC2=C(N1)C=CC=C2CNC(N(C)OC)=O (-)-3-((2-((2-(3-chlorophenyl)-1-hydroxypropan-2-yl)amino)-1H-benzo[d]imidazol-4-yl)methyl)-1-methoxy-1-methylurea